NC1=NC=C(C2=C1C=NN2C)C=2C=NC(=CC2)OC 4-amino-7-(6-methoxypyridin-3-yl)-1-methyl-1H-pyrazolo[4,3-c]pyridin